(5-(6-(4-(methylsulfonyl)piperazin-1-yl)pyridin-3-yl)-1H-pyrrolo[2,3-b]pyridin-3-yl)methanone CS(=O)(=O)N1CCN(CC1)C1=CC=C(C=N1)C=1C=C2C(=NC1)NC=C2C=O